tert-butyl (S)-3-((2-bromo-4-(N-(tert-butoxycarbonyl)-N-(thiazol-4-yl)sulfamoyl)-3,5-difluorophenyl)amino)pyrrolidine-1-carboxylate BrC1=C(C=C(C(=C1F)S(N(C=1N=CSC1)C(=O)OC(C)(C)C)(=O)=O)F)N[C@@H]1CN(CC1)C(=O)OC(C)(C)C